bis(2,4,6-trimethylbenzoyl)-2,4-dipentoxyphenylphosphine oxide CC1=C(C(=O)P(C2=C(C=C(C=C2)OCCCCC)OCCCCC)(C(C2=C(C=C(C=C2C)C)C)=O)=O)C(=CC(=C1)C)C